tert-butyl 2-(6-{5-fluoro-2-[(oxan-4-yl)amino] pyrimidin-4-yl}-1-oxo-2,3-dihydro-1H-isoindol-2-yl)acetate FC=1C(=NC(=NC1)NC1CCOCC1)C1=CC=C2CN(C(C2=C1)=O)CC(=O)OC(C)(C)C